C1(CC1)C1=NN(C=N1)C1CC2(CN(C2)C(=O)N2CC(C2)C2=CC=C(C=C2)C2(CC2)C(F)(F)F)C1 (6-(3-cyclopropyl-1H-1,2,4-triazol-1-yl)-2-azaspiro[3.3]heptan-2-yl)(3-(4-(1-(trifluoromethyl)cyclopropyl)phenyl)azetidin-1-yl)methanone